FC=1C(=C2C(=NC(=NN2C1)NC1CCN(CC1)C1COC1)OC)C1=CC=2N(C=C1)N=CC2C(=O)NC(C)C 5-(6-fluoro-4-methoxy-2-((1-(oxetan-3-yl)piperidin-4-yl)amino)pyrrolo[2,1-f][1,2,4]triazin-5-yl)-N-isopropylpyrazolo[1,5-a]pyridine-3-carboxamide